C(N)(=O)C=1C=C(C=CC1)NC(=O)C=1N(N=C(C1C(F)(F)F)C)CC1CCC(CC1)(F)F N-(3-carbamoylphenyl)-2-[(4,4-difluorocyclohexyl)methyl]-5-methyl-4-(trifluoromethyl)pyrazole-3-carboxamide